3,3-dimethoxy-2-methylpropanamide COC(C(C(=O)N)C)OC